(3-aminopropyl)-7-(1H-pyrazol-3-yl)-2H-pyrazolo[3,4-c]quinolin-4-amine NCCCC=1NN=C2C(=NC=3C=C(C=CC3C21)C2=NNC=C2)N